C1(CC1)C(=O)NC1=NN2C(C=C(C=C2)C2=C(C=NN2C)OC[C@H]2CN(CCO2)C(=O)OC(C)(C)C)=C1 (R)-tert-butyl 2-(((5-(2-(cyclopropanecarboxamido)pyrazolo[1,5-a]pyridin-5-yl)-1-methyl-1H-pyrazol-4-yl)oxy)methyl)morpholine-4-carboxylate